C[Si](OC1=CC=C(C=C1)/C=C/C(=O)O[Si](C)(C)C)(C)C trimethylsilyl (2E)-3-{4-[(trimethylsilyl)oxy]phenyl}acrylate